N-[4-(1-{[2-(pyridin-3-yl)-1,3-thiazol-4-yl]carbonyl}piperidin-4-yl)butyl]-1H-pyrrolo[3,2-c]pyridine-2-carboxamide N1=CC(=CC=C1)C=1SC=C(N1)C(=O)N1CCC(CC1)CCCCNC(=O)C1=CC=2C=NC=CC2N1